O1CCN(CC1)C1=CC(=NC=2N1N=C(C2)C(=O)N2CC1(COC1)C2)N2N=C(C=C2)C=2C=C(C=CC2)C (7-morpholino-5-(3-(m-tolyl)-1H-pyrazol-1-yl)pyrazolo[1,5-a]pyrimidin-2-yl)(2-oxa-6-azaspiro[3.3]heptan-6-yl)methanone